3-(4-chloropyrimidin-2-yl)imidazo[1,2-a]pyrazine-6-carboxamide ClC1=NC(=NC=C1)C1=CN=C2N1C=C(N=C2)C(=O)N